COC=1C=C(C=CC1OCC1=CC(=CC=C1)F)NC1=NC=NC2=CC=C3C(=C12)OCCN3 N-(3-methoxy-4-(3-fluorobenzyloxy)phenyl)-3,4-dihydro-2H-[1,4]oxazino[2,3-f]quinazolin-10-amine